N-(tert-Butoxycarbonyl)-N-methylglycine CC(C)(C)OC(=O)N(C)CC(=O)O